COC1=CC=C(C=C1)COC=1C(=NC=C(C1C)C=1C=C2C=CC=NC2=CC1)C#N 3-[(4-methoxyphenyl)methoxy]-4-methyl-5-(6-quinolyl)pyridine-2-carbonitrile